C(C)(C)(C)C=1C=C(CCC(=O)O)C=C(C1O)C.C(C)(C)(C)C=1C=C(CCC(=O)O)C=C(C1O)C.C(COC=C)OC=C ethylene bis(oxyethylene) bis(3-t-butyl-4-hydroxy-5-methylhydrocinnamate)